C1(=CC=CC=C1)NC(NC1=CC=C(C=C1)NC(C1=CC=CC=C1)=O)=O N-[4-(3-phenylureido)phenyl]benzamide